C(C)(=O)C1=CC=C(C=C1)C1(CCC(CC1)(F)F)NC(CNC(OCC1=CC=CC=C1)=O)=O benzyl (2-{[1-(4-acetylphenyl)-4,4-difluorocyclohexyl]amino}-2-oxoethyl)carbamate